neoeicosanoic acid C(CCCCCCCCCCCCCCCC(C)(C)C)(=O)O